O(C#N)C1=CC=C(C=C1)C(C(F)(F)F)(C(F)(F)F)C1=CC=C(C=C1)OC#N Bis(4-cyanatophenyl)-1,1,1,3,3,3-hexafluoropropane